FC(C=1C=C(C=C(C1)C(F)(F)F)C1=NN(C=N1)C1=C(C(=NN1C1=CC=CC=C1)C)[N+](=O)[O-])(F)F 3-(3,5-bis(trifluoromethyl)phenyl)-1-(3-methyl-4-nitro-1-phenyl-1H-pyrazol-5-yl)-1H-1,2,4-triazole